CO\N=C\C=N\NC1=CC(=CC=C1)F (1E,2E)-2-(2-(3-fluorophenyl)hydrazono)acetaldehyde O-methyl oxime